[Cl].OC(C)C1=NC=CN1C 1-hydroxyethyl-3-methylimidazole chlorine salt